The molecule is a member of the class of phenylureas that is 1-methylurea substituted by a p-cumenyl group at position 3. It is a metabolite of the herbicide isoproturon. It has a role as a marine xenobiotic metabolite. CC(C)C1=CC=C(C=C1)NC(=O)NC